2-iodobenzo[d]oxazol IC=1OC2=C(N1)C=CC=C2